C(C)(=O)N[C@]1([C@@H](CC[C@H](C1)CCB1OC(C(O1)(C)C)(C)C)C(=O)OC)C(NC(C)(C)C)=O methyl (1R,2R,4R)-2-acetamido-2-(tert-butylcarbamoyl)-4-(2-(4,4,5,5-tetramethyl-1,3,2-dioxaborolan-2-yl)ethyl)cyclohexane-1-carboxylate